OC1(CCC1)C#CC1=C2C3=C(C(OC2=CC=C1)=O)C=CC=C3 (1-hydroxycyclobutyl)ethynyl-6H-benzo[c]chromen-6-one